C(C)CC(CC(=O)[O-])=O.C(C)CC(CC(=O)[O-])=O.C(CC(=O)C)(=O)[O-].[Al+3] aluminum monoacetoacetate di(ethyl acetoacetate)